2,2-dimethyl-6-(4-methylpiperazin-1-yl)-1,2,3,4-tetrahydroquinoline CC1(NC2=CC=C(C=C2CC1)N1CCN(CC1)C)C